1-(2-ethyl-5-methylphenyl)thiourea C(C)C1=C(C=C(C=C1)C)NC(=S)N